ClC=1C=CC(=C(C1)C(C(=O)O)O)F 2-(5-chloro-2-fluorophenyl)-2-hydroxyacetic Acid